N-(7-chloro-6-(4-(4-methoxytetrahydrofuran-3-yl)piperazin-1-yl)isoquinolin-3-yl)-6-oxaspiro[2.5]octane-1-carboxamide ClC1=C(C=C2C=C(N=CC2=C1)NC(=O)C1CC12CCOCC2)N2CCN(CC2)C2COCC2OC